N-(3-hydroxy-1-(hydroxyamino)-1-oxopropan-2-yl)-1-((2-methyl-[1,1'-biphenyl]-3-yl)methyl)piperidine-3-carboxamide OCC(C(=O)NO)NC(=O)C1CN(CCC1)CC=1C(=C(C=CC1)C1=CC=CC=C1)C